ethylbutanedinitrile C(C)C(C#N)CC#N